methyl 3-amino-2-oxopiperidine-3-carboxylate NC1(C(NCCC1)=O)C(=O)OC